2-(7-((2S,5R)-4-(1-(2-chloropyrazolo[1,5-a]pyrimidin-5-yl)ethyl)-2,5-diethylpiperazin-1-yl)-4-methyl-5-oxo-4,5-dihydro-2H-pyrazolo[4,3-b]pyridin-2-yl)acetonitrile ClC1=NN2C(N=C(C=C2)C(C)N2C[C@@H](N(C[C@H]2CC)C=2C=3C(N(C(C2)=O)C)=CN(N3)CC#N)CC)=C1